ClC=1C=C(C=CC1)[C@@H]1[C@@H](C[C@H]1C1=NC=CC=C1)C(C1=CC=CC=C1)C(=O)C([C@H]1[C@H]([C@@H](C1)C1=NC=CC=C1)C1=CC(=CC=C1)Cl)C1=CC=CC=C1 ((1R,2R,3R)-2-(3-chlorophenyl)-3-(pyridin-2-yl)cyclobutyl)(phenyl)methylKetone